C(C)(C)NC1=NC(=NC=C1C(=O)N)NC1CCC(CC1)NC 4-(isopropylamino)-2-((1r,4r)-4-(methylamino)cyclohexylamino)pyrimidine-5-carboxamide